C(C1=CC=CC=C1)N1CCC(CC1)C1=C(OC=C1)C(=O)NC1=C(C=CC=C1C)C (1-Benzylpiperidin-4-yl)-N-(2,6-dimethylphenyl)-2-furoamide